[F-].C(CCCCCC)[NH+]1C(CCCC1)CC 1-heptyl-2-ethylpiperidinium fluoride